ClC1=C(C=CC(=C1)C(F)(F)F)NC(CN1C=2N(C(C3=C1[C@@H](CC31CCNCC1)C)=O)N=C(N2)N2CCOCC2)=O |r| (rac)-N-(2-chloro-4-(trifluoromethyl)phenyl)-2-(5-methyl-2-morpholino-8-oxo-5,8-dihydrospiro[cyclopenta[d][1,2,4]triazolo[1,5-a]pyrimidine-7,4'-piperidin]-4(6H)-yl)acetamide